F[C@H]1[C@H](NCC1)C=1N(C=CN1)C=1C=C(C=CC1)C 2-[(2R,3R)-3-fluoropyrrolidin-2-yl]-1-(m-tolyl)imidazole